F[C@@]12[C@]3(C=CC(C=C3CC[C@H]1[C@@H]1C[C@@H]([C@](C(CCl)=O)([C@]1(CC2=O)C)O)C)=O)C 9α-fluoro-16β-methyl-17α-hydroxy-21-chloropregn-1,4-diene-3,11,20-trione